7-[8-ethyl-7-fluoro-3-(methoxymethoxy)naphthalen-1-yl]-2-methanesulfinyl-4-(1,4-oxazepan-4-yl)pyrano[4,3-d]pyrimidin-5-one C(C)C=1C(=CC=C2C=C(C=C(C12)C1=CC=2N=C(N=C(C2C(O1)=O)N1CCOCCC1)S(=O)C)OCOC)F